(2S)-N-[cis-1-(cyclobutanecarbonyl)-2-({[1-(5-fluoropyrimidin-2-yl)piperidin-4-yl]oxy}methyl)piperidin-3-yl]oxolane-2-carboxamide C1(CCC1)C(=O)N1[C@H]([C@H](CCC1)NC(=O)[C@H]1OCCC1)COC1CCN(CC1)C1=NC=C(C=N1)F